O=C1NC(CCC1N1C(C2=CC=C(C=C2C1)CC1C2(CC1(C2)C(=O)N2CCC(CC2)N2N=CC(=C2)C2=NC1=CC=CC=C1N=C2)C(=O)N)=O)=O ((2-(2,6-Dioxopiperidin-3-yl)-1-oxoisoindolin-5-yl)methyl)-3-(4-(4-(quinoxalin-2-yl)-1H-pyrazol-1-yl)piperidine-1-carbonyl)bicyclo[1.1.1]pentane-1-carboxamide